4-chloro-8-oxo-5,8-dihydropyrido[3,4-d]pyrimidine-7(6H)-carboxylic acid tert-butyl ester C(C)(C)(C)OC(=O)N1C(C=2N=CN=C(C2CC1)Cl)=O